F[C@]12[C@H]3CC[C@@]4([C@H](CC[C@H]4[C@@H]3CC[C@@H]2C[C@](CC1)(C)O)C(CN1N=CC(=C1)C)=O)C 1-((3R,5R,8S,9S,10R,13S,14S,17S)-10-Fluoro-3-hydroxy-3,13-dimethylhexadecahydro-1H-cyclopenta[a]phenanthren-17-yl)-2-(4-methyl-1H-pyrazol-1-yl)ethan-1-one